O=C1N(C(N(C12CCCC2)C2=CC=C(C=C2)C)=S)C2=CC(=C(C#N)C=C2)C(F)(F)F 4-(4-oxo-2-thioxo-1-(4-methylphenyl)-1,3-diazaspiro[4.4]non-3-yl)-2-trifluoromethyl-benzonitrile